NC1=C(C(N(C2=CC(=CC=C12)OC(F)F)C1=CC=C(C=C1)C(C)O)=O)C(=O)OC methyl 4-amino-7-(difluoromethoxy)-1-(4-(1-hydroxyethyl)phenyl)-2-oxo-1,2-dihydroquinoline-3-carboxylate